C[NH+](C)[O-] Dimethyl-amine oxide